N1N=NN=C1C1=C(C=CC=C1)C1=CC=C(C=C1)CN1C(NC2=C1C(=CC=C2)C(=O)OC(C)OC(=O)OC2CCCCC2)=O 1-(cyclohexyloxycarbonyloxy)ethyl 3-((2'-(1H-tetrazol-5-yl)biphenyl-4-yl)methyl)-2-oxo-2,3-dihydro-1H-benzo[d]imidazole-4-carboxylate